5,5'-[[(4-methylphenyl)imino]di-4,1-phenylene]bis[2-thiophenecarboxaldehyde] CC1=CC=C(C=C1)N(C1=CC=C(C=C1)C1=CC=C(S1)C=O)C1=CC=C(C=C1)C1=CC=C(S1)C=O